(4-(5-methoxy-6-nitro-1H-indazol-1-yl)butan-2-yl)carbamic acid tert-butyl ester C(C)(C)(C)OC(NC(C)CCN1N=CC2=CC(=C(C=C12)[N+](=O)[O-])OC)=O